C(CC)C(C(=O)O)=C.C(C=C)(=O)OCCC propyl acrylate (propylacrylate)